[Co](Cl)Cl.C1(=CC=CC=C1)C=1C2=CC=C(N2)C(=C2C=CC(C(=C3C=CC(=C(C=4C=CC1N4)C4=CC=CC=C4)N3)C3=CC=CC=C3)=N2)C2=CC=CC=C2 5,10,15,20-tetraphenyl-21H,23H-porphyrin cobalt chloride